CCCCCCCCCCCCCCCCC/C=C(\\C)/C(=O)O[C@H]1[C@@H]([C@H](O[C@@H]([C@@H]1OC(=O)CCCCCCCCCCCCCCC)O[C@@H]2[C@@H]([C@H]([C@@H]([C@H](O2)CO)O)O)OS(=O)(=O)O)CO)O The molecule is a sulfoglycolipid in which alpha,alpha-trehalose, sulfated at the 2'-position, is acylated at the 2-position with palmitic acid, and at the 3-position with (2E)-2-methylicos-2-enoic acid. It derives from an alpha,alpha-trehalose.